Cl.N=1N=CN2C1C(=CC=C2)CO [1,2,4]triazolo[4,3-a]pyridin-8-ylmethanol hydrochloride